9-benzyl-8-(2-bromo-4-(2-(4-methylpiperazin-1-yl)ethoxy)phenyl)-6-(1-methyl-cyclopropoxy)-9H-purine C(C1=CC=CC=C1)N1C2=NC=NC(=C2N=C1C1=C(C=C(C=C1)OCCN1CCN(CC1)C)Br)OC1(CC1)C